ClC1=CC=C(C=C1)N1NC(CC1)=O 1-(4-chlorophenyl)pyrazolidine-3-one